C(C)(C)C1=C(C=CC=C1)C=1C=C2C(=CN1)NC=C2CC2CCNCC2 5-(2-isopropylphenyl)-3-(4-piperidylmethyl)-1H-pyrrolo[2,3-c]pyridine